ClC1=C(C=CC(=C1)F)C1=CNC(C2=CC(=CC=C12)O[C@@H](C(=O)N1[C@H](COCC1)CO)C)=O 4-(2-chloro-4-fluorophenyl)-7-(((R)-1-((S)-3-(hydroxymethyl)morpholino)-1-oxopropan-2-yl)oxy)isoquinolin-1(2H)-one